FC(OC1=C(C=C(C=C1)C=1C=C(C=NC1)C1CB(OC1)O)OCCC)F 4-(5-(4-(Difluoromethoxy)-3-propoxyphenyl)pyridin-3-yl)-1,2-oxaborolan-2-ol